ClC=1C=C2C(=CN=C(C2=CN1)OC1CN(C1)C(=O)[C@H]1[C@H](C1)F)[C@@H](CC)N[S@@](=O)C(C)(C)C (S)-N-((R)-1-(6-chloro-1-((1-((1S,2S)-2-fluorocyclopropane-1-carbonyl)azetidin-3-yl)oxy)-2,7-naphthyridin-4-yl)propyl)-2-methylpropane-2-sulfinamide